COC(CC1CCN(CC1)C1CCNCC1)OC 4-[4-(2,2-dimethoxyethyl)-piperidin-1-yl]-piperidine